C12CN(CC2C1)C1=CC(=C(C=C1)CN1C=NC(=C1)C(=O)OCC)C ethyl 1-[(4-{3-azabicyclo[3.1.0]hexan-3-yl}-2-methylphenyl)methyl]-1H-imidazole-4-carboxylate